C(C)(C)(C)OC(=O)N1CC(C1)C=1N=NN(C1)CC1=NC=C(C=C1)C=1OC(=NN1)C(F)F 3-(1-((5-(5-(difluoromethyl)-1,3,4-oxadiazol-2-yl)pyridin-2-yl)methyl)-1H-1,2,3-triazol-4-yl)azetidine-1-carboxylic acid tert-butyl ester